N-(2-(4-chloro-3-fluorophenyl)-1-(5-fluoro-4-(methylamino)-2-oxopyrimidin-1(2H)-yl)-2-oxoethyl)-3-methylbenzamide ClC1=C(C=C(C=C1)C(C(N1C(N=C(C(=C1)F)NC)=O)NC(C1=CC(=CC=C1)C)=O)=O)F